C(N)(O[C@@H]1[C@@H](C2=C(C=CC=C2CC1)Cl)O)=O (1R,2S)-8-chloro-1-hydroxy-1,2,3,4-tetrahydronaphthalen-2-yl carbamate